O=C1NC(CCC1N1C(C2=CC=C(C=C2[C@H]1C)C1=NC(=C(C#N)C(=C1)C)NC)=O)=O 6-((3R)-2-(2,6-dioxopiperidin-3-yl)-3-methyl-1-oxoisoindolin-5-yl)-4-methyl-2-(methylamino)nicotinonitrile